C1(=CC=CC=C1)/C(/C(=O)O)=C\C=C\C phenylsorbic acid